C(#N)C=1C=C(C(=O)NC=2C=C3C(=NN(C3=CC2)COCC[Si](C)(C)C)C2=CC(=CC=C2)[N+](=O)[O-])C=CC1 3-cyano-N-(3-(3-nitrophenyl)-1-((2-(trimethylsilyl)ethoxy)methyl)-1H-indazol-5-yl)benzamide